CC=1N=C(SC1C1=NC(=NC=C1)NC)N 4-methyl-5-(2-(methylamino)-pyrimidin-4-yl)thiazol-2-amine